(±)-cis-tert-butyl 7-[8-(tert-butoxycarbonylamino)-7-fluoro-3-[[3-hydroxycyclopentoxy]carbonylamino]-6-isoquinolyl]-8-methyl-2,3-dihydropyrido[2,3-b][1,4]oxazine-1-carboxylate C(C)(C)(C)OC(=O)NC=1C(=C(C=C2C=C(N=CC12)NC(=O)O[C@@H]1C[C@@H](CC1)O)C1=C(C2=C(OCCN2C(=O)OC(C)(C)C)N=C1)C)F |r|